O7-[2,2-bis[[7-[(Z)-non-3-enoxy]-7-oxo-heptanoyl]oxymethyl]-3-[4-(3-pyrrolidin-1-ylpropoxy carbonyloxy) decanoyloxy]propyl] O1-[(Z)-non-3-enyl] heptanedioate C(CCCCCC(=O)OCC(COC(CCC(CCCCCC)OC(=O)OCCCN1CCCC1)=O)(COC(CCCCCC(OCC\C=C/CCCCC)=O)=O)COC(CCCCCC(=O)OCC\C=C/CCCCC)=O)(=O)OCC\C=C/CCCCC